(S)-6-Bromo-2-(2,5-dimethyl-1-phenyl-1H-pyrrol-3-yl)-N-(1-(ethylsulfonyl)pyrrolidin-3-yl)-3H-imidazo[4,5-b]pyridin-7-amin BrC=1C(=C2C(=NC1)NC(=N2)C2=C(N(C(=C2)C)C2=CC=CC=C2)C)N[C@@H]2CN(CC2)S(=O)(=O)CC